[Na].NC1=C(C=CC=C1)S 2-aminothiophenol sodium salt